NC1C2CC3(CC(CC1C3)C2)CNC2=NC(=NC=C2C#N)NCC2=C(C=CC=C2)OC(F)(F)F 4-{[(4-aminoadamantan-1-yl)methyl]amino}-2-({[2-(trifluoromethoxy)phenyl]-methyl}amino)pyrimidine-5-carbonitrile